OCCN(CCO)CC(CS(=O)(=O)O)O (3-[N,N-bis(2-hydroxyethyl)amino])-2-hydroxy-propanesulfonic acid